tert-butyl 3-[5-[5-[1-[6-[4-(2,4-dioxohexahydropyrimidin-1-yl)-3-fluoro-phenyl]-2-azaspiro[3.3]heptan-2-yl]ethyl]-3-fluoro-2-pyridyl]-4-methyl-pyrimidin-2-yl]isoxazole-5-carboxylate O=C1N(CCC(N1)=O)C1=C(C=C(C=C1)C1CC2(CN(C2)C(C)C=2C=C(C(=NC2)C=2C(=NC(=NC2)C2=NOC(=C2)C(=O)OC(C)(C)C)C)F)C1)F